3-bromo-5-(4H-1,2,4-triazol-4-yl)pyridine BrC=1C=NC=C(C1)N1C=NN=C1